C(C(C)(C)C)(=O)ONC(=O)OCC (pivaloyloxy)urethane